1-[3-(difluoromethoxy)phenyl]-3,3-dimethyl-N-[1-(methylsulfonylmethyl)cyclohexyl]-2-oxo-indoline-5-carboxamide FC(OC=1C=C(C=CC1)N1C(C(C2=CC(=CC=C12)C(=O)NC1(CCCCC1)CS(=O)(=O)C)(C)C)=O)F